(5-amino-7-methoxyimidazo[1,2-c]quinazolin-2-yl)(3-methylpiperidin-1-yl)methanone NC1=NC=2C(=CC=CC2C=2N1C=C(N2)C(=O)N2CC(CCC2)C)OC